COC1CN(C1)CC1=CC=C(C=C1)C=1C=C(C(NC1C(F)(F)F)=O)C(=O)N 5-(4-((3-Methoxyazetidin-1-yl)methyl)phenyl)-2-oxo-6-(trifluoromethyl)-1,2-dihydropyridine-3-carboxamide